(E)-3-methyl-4-(2,6,6-trimethyl-cyclohex-2-en-1-yl)but-3-en-2-one C/C(/C(C)=O)=C\C1C(=CCCC1(C)C)C